FC(OC1=C(C=C(C=C1C1=CC=CC=C1)N1N=C(C(=C1)C(=O)O)C)C1=CC=CC=C1)F 1-(2'-(difluoromethoxy)-[1,1':3',1''-terphenyl]-5'-yl)-3-methyl-1H-pyrazole-4-carboxylic acid